6-((4-butoxy-4''-(pentyloxy)-[1,1':4',1''-terphenyl]-2-yl)oxy)hexan-1-amine C(CCC)OC1=CC(=C(C=C1)C1=CC=C(C=C1)C1=CC=C(C=C1)OCCCCC)OCCCCCCN